N-(2-(1-(3-chloro-4-((3,5-difluoropyridin-2-yl)methoxy-d2)-5',6-dimethyl-2-carbonyl-2H-[1,4'-bipyridyl]-2'-yl)-4-fluoro-1H-pyrazol-3-yl)propan-2-yl)propanamide ClC=1C(N(C(=CC1OC([2H])([2H])C1=NC=C(C=C1F)F)C)C1=CC(=NC=C1C)N1N=C(C(=C1)F)C(C)(C)NC(CC)=O)=C=O